[N+](=O)([O-])C1=C(N=CN1)C1=C(C(=CC(=C1)F)F)F 5-nitro-4-(2,3,5-trifluorophenyl)-1H-imidazole